BrC1=C(SC(=C1)Br)C1OCCO1 2-(3,5-dibromothiophen-2-yl)-1,3-dioxolane